iridium bis(2-phenylpyridine) C1(=CC=CC=C1)C1=NC=CC=C1.C1(=CC=CC=C1)C1=NC=CC=C1.[Ir]